FC1=C2C=C(C=NC2=CC=C1)NC(=O)C=1C=NN(C1C(F)(F)F)C1=C2C=CNC(C2=CC=C1)=O N-(5-fluoroquinolin-3-yl)-1-(1-oxo-1,2-dihydroisoquinolin-5-yl)-5-trifluoromethyl-1H-pyrazole-4-carboxamide